4-(4-(3,6-dimethyl-1,4-oxazepan-4-yl)-8-fluoro-2-(((2R,7aS)-2-fluorotetrahydro-1H-pyrrolizin-7a(5H)-yl)methoxy)pyrido[4,3-d]pyrimidin-7-yl)-5-ethynyl-6-fluoronaphthalen-2-ol CC1COCC(CN1C=1C2=C(N=C(N1)OC[C@]13CCCN3C[C@@H](C1)F)C(=C(N=C2)C2=CC(=CC1=CC=C(C(=C21)C#C)F)O)F)C